tert-butyl (S)-(3-(piperazin-1-yl)propyl)(5,6,7,8-tetrahydroquinolin-8-yl)carbamate N1(CCNCC1)CCCN(C(OC(C)(C)C)=O)[C@H]1CCCC=2C=CC=NC12